S[SiH2]CCCOC mercapto-3-methoxypropylsilane